1-hydroxyethanesulfonic acid monosodium salt [Na+].OC(C)S(=O)(=O)[O-]